C(#N)C1(CCN(CC1)C(=O)OC(C)(C)C)CC1=CC(=CC(=C1)F)F tert-butyl 4-cyano-4-(3,5-difluorobenzyl)piperidine-1-carboxylate